CN(C/C=C/C(=O)NC=1C=C2C(=NC1)N(C=C2C#CC2=CC=C(C=C2)C(F)(F)F)C)C (E)-4-(Dimethylamino)-N-(1-methyl-3-((4-(trifluoromethyl)phenyl)ethynyl)-1H-pyrrolo[2,3-b]pyridin-5-yl)but-2-enamide